1-((1H-pyrazol-3-yl)methyl)-3-(4-(4-morpholinyl-6-(5-(morpholinomethyl)thiophen-2-yl)-1,3,5-triazin-2-yl)phenyl)urea N1N=C(C=C1)CNC(=O)NC1=CC=C(C=C1)C1=NC(=NC(=N1)N1CCOCC1)C=1SC(=CC1)CN1CCOCC1